N2-(2-fluoro-4-(methylsulfonyl)phenyl)-5-methoxy-N4-(5-methyl-1H-pyrazol-3-yl)-6-(1-methyl-1H-pyrazol-4-yl)pyrimidine-2,4-diamine FC1=C(C=CC(=C1)S(=O)(=O)C)NC1=NC(=C(C(=N1)NC1=NNC(=C1)C)OC)C=1C=NN(C1)C